2,2'-[vinylenebis[(3-sulfonato-4,1-phenylene)imino[6-(diethylamino)-1,3,5-triazin-4,2-diyl]imino]]bis-(benzene-1,4-disulfonate) C(=CC1=C(C=C(C=C1)NC1=NC(=NC(=N1)N(CC)CC)NC1=C(C=CC(=C1)S(=O)(=O)[O-])S(=O)(=O)[O-])S(=O)(=O)[O-])C1=C(C=C(C=C1)NC1=NC(=NC(=N1)N(CC)CC)NC1=C(C=CC(=C1)S(=O)(=O)[O-])S(=O)(=O)[O-])S(=O)(=O)[O-]